2-((4-(7-(((2S,5R)-5-((N-Cyclopropylsulfamoyl)amino)tetrahydro-2H-pyran-2-yl)methyl)-2,7-diazaspiro[3.5]nonan-2-yl)pyrimidin-5-yl)oxy)-N-ethyl-5-fluoro-N-isopropylbenzamide C1(CC1)NS(=O)(=O)N[C@@H]1CC[C@H](OC1)CN1CCC2(CN(C2)C2=NC=NC=C2OC2=C(C(=O)N(C(C)C)CC)C=C(C=C2)F)CC1